3-(4-(4-fluorophenoxy)phenyl)-1-(piperidin-4-yl)-1H-pyrazolo[3,4-d]pyrimidin-4-amine FC1=CC=C(OC2=CC=C(C=C2)C2=NN(C3=NC=NC(=C32)N)C3CCNCC3)C=C1